FC1=C(C=CC(=C1)F)[C@H](C)N (1S)-1-(2,4-difluorophenyl)ethylamine